5-(2-fluoro-4-iodoanilino)imidazo[1,5-a]Pyridine-6-Carboxylic acid methyl ester trifluoroacetate salt FC(C(=O)O)(F)F.COC(=O)C=1C=CC=2N(C1NC1=C(C=C(C=C1)I)F)C=NC2